4-{2-Chloro-3-[(3,5-dimethyl-1H-pyrazol-1-yl)methyl]-4-(methylsulfonyl)benzoyl}-1,3-dimethyl-1H-pyrazol-5-yl-1,3-dimethyl-1H-pyrazole-4-carboxylate ClC1=C(C(=O)C=2C(=NN(C2C2=C(C(=NN2C)C)C(=O)[O-])C)C)C=CC(=C1CN1N=C(C=C1C)C)S(=O)(=O)C